(3S)-3-Aminopyrrolidine-2,5-dione N[C@@H]1C(NC(C1)=O)=O